COC=1N=CC=C2C1NCC2 7-methoxy-2,3-dihydro-1H-pyrrolo[2,3-c]pyridine